S1C(=NC2=C1C=CC=C2)/C(=C/C2=C(C=C(C=C2)N(CC)CC)CCCN2CCN(CCN(CCN(CC2)C(=O)OC(C)(C)C)C(=O)OC(C)(C)C)C(=O)OC(C)(C)C)/C#N tri-tert-butyl (E)-10-(3-(2-(2-(benzo[d]thiazol-2-yl)-2-cyanovinyl)-5-(diethylamino)phenyl)propyl)-1,4,7,10-tetraazacyclododecane-1,4,7-tricarboxylate